CNC=1C(=NC=CC1)C=1C=NC(=CC1)C(=O)[O-] (methylamino)-[2,3'-bipyridine]-6'-carboxylate